C(C)(=O)NC1=C(C=C(C=C1C(=O)N)C1=CC=C(C=C1)Cl)C1=CC=C(C=C1)NC(=O)N 4'-acetamido-4-chloro-4''-ureido-[1,1':3',1''-terphenyl]-5'-carboxamide